FC=1C(=CC(=NC1)N1N=C(C=2CCCC(C12)=O)C(F)(F)F)O 1-(5-fluoro-4-hydroxypyridin-2-yl)-3-(trifluoromethyl)-1,4,5,6-tetrahydro-7H-indazol-7-one